[1-(3-azabicyclo[3.2.1]oct-8-yl)pyrazol-4-yl]-8-chloro-7-[(2-methyl-3H-benzimidazol-5-yl)oxy]quinoxaline C12CNCC(CC1)C2N2N=CC(=C2)C2=NC1=C(C(=CC=C1N=C2)OC2=CC1=C(N=C(N1)C)C=C2)Cl